(trans)-1-chloro-3,3,3-trifluoropropene Cl\C=C\C(F)(F)F